(2S,4S)-4-hydroxypyrrolidine O[C@H]1CCNC1